BrCCNC(OCCC)=O propyl (2-bromoethyl)carbamate